FC=1C=C(CCC2=CC=C3C=CN(C3=C2)CCO)C=CC1F 2-(6-(3,4-Difluorophenethyl)-1H-indol-1-yl)ethan-1-ol